CC1CC=CC2=CC=C(C(=C12)C)C 3,4-dihydro-4,5,6-trimethylnaphthalene